C(C)N(CCCOC(=O)OC(CC)CC)CC 3-(((3-(diethylamino)propoxy)carbonyl)oxy)pentane